[V].C(C1=CC(OC)=C(O)C=C1)(=O)O vanillic acid vanadium